N-(3-(3-(dimethyl-amino)-3-methylpyrrolidin-1-yl)-1-(tetrahydro-2H-pyran-2-yl)-1H-pyrazolo[4,3-c]pyridin-6-yl)acetamide CN(C1(CN(CC1)C1=NN(C2=C1C=NC(=C2)NC(C)=O)C2OCCCC2)C)C